(3-((2-(benzyloxy)phenyl)(hydroxy)methyl)phenyl)-1-(3-cyanophenyl)-3-(trifluoromethyl)-1H-pyrazole-5-carboxamide C(C1=CC=CC=C1)OC1=C(C=CC=C1)C(C=1C=C(C=CC1)C=1C(=NN(C1C(=O)N)C1=CC(=CC=C1)C#N)C(F)(F)F)O